dihydrogen phosphate, hydrochloride Cl.P(=O)(O)(O)O